BrC#CC1(CCCCC1)O[Si](C1=CC=CC=C1)(C1=CC=CC=C1)C(C)(C)C ((1-(bromoethynyl)cyclohexyl)oxy)(tert-butyl)diphenylsilane